isododecenoic acid C(C=CCCCCCCC(C)C)(=O)O